N1=C(N=CC2=C1SC=C2)N thieno[2,3-d]Pyrimidine-2-amine